The molecule is a 2-polyprenylphenol in which the polyprenyl chain contains 8 prenyl units; major species at pH 7.3. It has a role as an Escherichia coli metabolite. CC(=CCC/C(=C/CC/C(=C/CC/C(=C/CC/C(=C/CC/C(=C/CC/C(=C/CC/C(=C/CC1=CC=CC=C1O)/C)/C)/C)/C)/C)/C)/C)C